bicyclo[2.2.1]heptan-2-amine hydrochloride Cl.C12C(CC(CC1)C2)N